NN1C(N(N=CC1=O)C1=CC(=C(C(=C1)Cl)OC1=CNC(C(=C1C)C(C)C)=O)Cl)=O amino-2-(3,5-dichloro-4-((5-isopropyl-4-methyl-6-oxo-1,6-dihydropyridin-3-yl)oxy)phenyl)-1,2,4-triazine-3,5(2H,4H)-dione